FC1=CC(=C(C=C1)N1CN(C(C2=CC=C(C=C12)C(F)(F)F)=O)C1=CNC(C=C1C)=O)C 1-(4-fluoro-2-methylphenyl)-3-(4-methyl-6-oxo-1,6-dihydropyridin-3-yl)-7-(trifluoromethyl)-2,3-dihydroquinazolin-4(1H)-one